N-cyclopropyl-2-(difluoromethoxy)-6-methoxy-4-[7-[[(3R)-3-piperidyl]methoxy]imidazo[1,2-a]pyridin-3-yl]benzamide C1(CC1)NC(C1=C(C=C(C=C1OC)C1=CN=C2N1C=CC(=C2)OC[C@H]2CNCCC2)OC(F)F)=O